4-(3-methoxycyclobutoxy)-N-[(1R,3S)-3-(7-methoxy-[1,2,4]triazolo[4,3-a]pyrimidin-3-yl)cyclohexyl]-5-(trifluoromethyl)pyrimidin-2-amine COC1CC(C1)OC1=NC(=NC=C1C(F)(F)F)N[C@H]1C[C@H](CCC1)C1=NN=C2N1C=CC(=N2)OC